(5-bromo-6-methoxy-1-tosyl-1H-indol-2-yl)methanamine hydrochloride Cl.BrC=1C=C2C=C(N(C2=CC1OC)S(=O)(=O)C1=CC=C(C)C=C1)CN